z-trichlorotriethylamine ClC(CN(CC)CC)(Cl)Cl